4-(2-chlorobenzyl)imidazolidine-2-thione ClC1=C(CC2NC(NC2)=S)C=CC=C1